BrC1=C(C(=CC(=C1)Cl)[N+](=O)[O-])NC(OC(C)(C)C)=O tert-butyl (2-bromo-4-chloro-6-nitrophenyl)carbamate